N-{1-[(2-fluoro-4-methoxyphenyl)methyl]piperidin-4-yl}-3-[6-(4-methylpiperazin-1-yl)-[1,2,4]triazolo[4,3-b]pyridazin-3-yl]propanamide FC1=C(C=CC(=C1)OC)CN1CCC(CC1)NC(CCC1=NN=C2N1N=C(C=C2)N2CCN(CC2)C)=O